CC1=C(C=C(C=C1)C1=C(OC=C1)C(=O)N)NC=1C=C2C(N(C=NC2=CC1)C)=O [4-methyl-3-[(3-methyl-4-oxo-quinazolin-6-yl)amino]phenyl]furan-2-carboxamide